OC1CC(C1)N1C[C@@H](CCC1)NC=1OC=2C(=NC(=CC2)C2=C(C=C(C=C2C)C(F)(F)F)O)N1 2-[2-[[(3R)-1-(3-hydroxycyclobutyl)-3-piperidyl]amino]oxazolo[4,5-b]pyridin-5-yl]-3-methyl-5-(trifluoromethyl)phenol